N[C@@H]1[C@H](C[C@@H]2C[C@@H]2C1)C1=C(C2=NC(=CC(=C2S1)NCC=1SC=CC1)Cl)Br 2-((1S,3S,4S,6R)-4-aminobicyclo[4.1.0]heptan-3-yl)-3-bromo-5-chloro-N-(thiophen-2-ylmethyl)thieno[3,2-b]pyridin-7-amine